C(C)[C@@H]1N(C[C@H](N(C1)C(C)C1=C(C=C(C=C1)F)C)CC)C=1C=2C(N(C(C1)=O)C)=CN(N2)CC#N (7-((2S,5R)-2,5-diethyl-4-(1-(4-fluoro-2-methylphenyl)ethyl)piperazin-1-yl)-4-methyl-5-oxo-4,5-dihydro-2H-pyrazolo[4,3-b]pyridin-2-yl)acetonitrile